C[C@H](CC)O |r| R and S-2-butanol